C(C)(C)OC=1C(=NC=CC1)C1=NC(=NN1C)NC1=NC=C(C(=C1)C(F)(F)F)C(C)C N-(5-(3-isoprop-oxypyridin-2-yl)-1-methyl-1H-1,2,4-triazol-3-yl)-5-isopropyl-4-(trifluoromethyl)pyridin-2-amine